ClC=1C=C(C=2N=CN=C(C2N1)N)C1CCC1 6-chloro-8-cyclobutylpyrido[3,2-d]pyrimidin-4-amine